1-((1R,5S)-3,8-diazabicyclo[3.2.1]octan-8-yl)-6-(8-ethynylnaphthalen-1-yl)-3-(((S)-1-methylpyrrolidin-2-yl)methoxy)-5,6,7,8-tetrahydro-2,6-naphthyridine-4-carbonitrile [C@H]12CNC[C@H](CC1)N2C2=NC(=C(C=1CN(CCC21)C2=CC=CC1=CC=CC(=C21)C#C)C#N)OC[C@H]2N(CCC2)C